5-(8-((1S,2S)-2-(2-oxo-1-(2,2,2-trifluoroethyl)-1,2-dihydroquinolin-7-yl)cyclopropyl)imidazo[1,2-b]pyridazin-6-yl)pyrimidine-2,4(1H,3H)-dione O=C1N(C2=CC(=CC=C2C=C1)[C@@H]1[C@H](C1)C=1C=2N(N=C(C1)C=1C(NC(NC1)=O)=O)C=CN2)CC(F)(F)F